3-(2-(4-(4-bromophenyl)piperazin-1-yl)-2-oxoethyl)-5-chloro-1H-indole-2-carboxylic acid BrC1=CC=C(C=C1)N1CCN(CC1)C(CC1=C(NC2=CC=C(C=C12)Cl)C(=O)O)=O